C1(CCCCC1)N1C=NC2=CC=C(C=C2C1=O)OC1=CC(=NC=C1)C=1C=NN(C1)C 3-cyclohexyl-6-{[2-(1-methylpyrazol-4-yl)-4-pyridyl]oxy}quinazolin-4-one